1-(2-(3-methoxynaphthalen-1-yl)ethyl)azetidine COC=1C=C(C2=CC=CC=C2C1)CCN1CCC1